4-[2-[3,5-dimethyl-4-[3-(4-piperidylmethyl)azetidin-1-yl]phenoxy]-5-(1-hydroxy-1-methyl-ethyl)phenyl]-6-methyl-1-(p-tolylsulfonyl)pyrrolo[2,3-c]pyridin-7-one CC=1C=C(OC2=C(C=C(C=C2)C(C)(C)O)C=2C3=C(C(N(C2)C)=O)N(C=C3)S(=O)(=O)C3=CC=C(C=C3)C)C=C(C1N1CC(C1)CC1CCNCC1)C